NC=1N(N=C2C1CN(CC2)S(=O)(=O)C)C(=O)C2CCNC1=CC=CC=C21 (3-amino-5-(methylsulfonyl)-4,5,6,7-tetrahydropyrazolo[4,3-c]pyridin-2-yl)(1,2,3,4-tetrahydroquinolin-4-yl)methanone